O1CCC2=C1C=C(C=C2)[C@H](C)N2CCN(CC2)C2=NC=C(C=N2)[S@](=O)(C)=NC(C)C (R)-(2-(4-((S)-1-(2,3-dihydrobenzofuran-6-yl)ethyl)piperazin-1-yl)pyrimidin-5-yl)(isopropylimino)(methyl)-λ6-sulfanone